COC1=CC=C(C=C1)C1=CC(=CC=C1)N(C=1C2=C(N(C(N1)=O)C)C=CC(=N2)C#N)C 4-((4'-methoxy-[1,1'-biphenyl]-3-yl)(methyl)amino)-1-methyl-2-oxo-1,2-dihydropyrido[3,2-d]pyrimidine-6-carbonitrile